trans-2,4-dimethyl-1,3-dioxolane-2-acetic acid ethyl ester C(C)OC(C[C@]1(OC[C@@H](O1)C)C)=O